C(C)(C)C=1C=NN(C1)CC=O 2-(4-isopropyl-1H-pyrazol-1-yl)ethan-1-one